2-(2-Cyclopropylpyridin-4-yl)-3-isopropyl-5-(piperidin-4-yl)-1H-indole C1(CC1)C1=NC=CC(=C1)C=1NC2=CC=C(C=C2C1C(C)C)C1CCNCC1